6-chloro-1-(3,3,3-trifluoro-2,2-dimethylpropyl)-1H-pyrazolo[3,4-b]pyridine ClC1=CC=C2C(=N1)N(N=C2)CC(C(F)(F)F)(C)C